benzyl N-[3-(4-bromo-2-methyl-indazol-3-yl)-3-hydroxy-propyl]-N-methyl-carbamate BrC=1C2=C(N(N=C2C=CC1)C)C(CCN(C(OCC1=CC=CC=C1)=O)C)O